[2-(acryloylamino)-ethyl]trimethylammonium chloride [Cl-].C(C=C)(=O)NCC[N+](C)(C)C